O=S1(NC2=NC=CC(=C2C1)CN1C(N(C(C1(C)C)=O)C1=CC=C(C=C1)C1(CC1)C(F)(F)F)=O)=O 1-((2,2-dioxido-1,3-dihydroisothiazolo[3,4-b]pyridin-4-yl)methyl)-5,5-dimethyl-3-(4-(1-(trifluoromethyl)cyclopropyl)phenyl)imidazolidine-2,4-dione